FC=1C=2C[C@]3(C[C@H](CC3)NS(=O)(=O)C)C=3OC=C(COC4=CC=CC=C4C(=C(C1)F)C2)N3 N-[(1'S,14R)-17,19-difluorospiro[8,12-dioxa-21-azatetracyclo[14.3.1.110,13.02,7]henicosa-1(19),2,4,6,10,13(21),16(20),17-octaene-14,3'-cyclopentane]-1'-yl]methanesulfonamide